tert-butylhydrazine hydrochloride Cl.C(C)(C)(C)NN